N-[2-[[3-(2,2-dimethyl-3H-furo[2,3-c]pyridin-5-yl)-1,2,4-thiadiazol-5-yl]amino]-3-pyridyl]-N-methylacetamide CC1(CC=2C(=CN=C(C2)C2=NSC(=N2)NC2=NC=CC=C2N(C(C)=O)C)O1)C